4-(3-bromophenoxy)-1-methoxy-2-nitrobenzene BrC=1C=C(OC2=CC(=C(C=C2)OC)[N+](=O)[O-])C=CC1